fluorenylmethyloxycarbonyl-3-(2-naphthyl)-D-alanine C1(=CC=CC=2C3=CC=CC=C3CC12)COC(=O)N[C@H](CC1=CC2=CC=CC=C2C=C1)C(=O)O